1-(p-hydroxyphenyl)-2-ethylhexane OC1=CC=C(C=C1)CC(CCCC)CC